5-isooctylfuran-2-carbaldehyde C(CCCCC(C)C)C1=CC=C(O1)C=O